BrC1=C(C=CC(=C1)Cl)CN (2-bromo-4-chloro-phenyl)methanamine